N1N=NC2=C1C=C(C=C2)CN (1H-benzo[d][1,2,3]triazol-6-yl)methanamine